4-(2-naphthalen-2-yl-benzoxazol-6-yl)-phenyl-amine C1=C(C=CC2=CC=CC=C12)C=1OC2=C(N1)C=CC(=C2)C2=CC=C(C=C2)N